1-(2-fluoro-4-{4-[(oxan-4-ylmethyl)carbamoyl]-1H-1,2,3-triazol-1-yl}butyl)-N-{[4-(trifluoromethyl)pyridin-2-yl]methyl}-1H-1,2,3-triazole-4-carboxamide FC(CN1N=NC(=C1)C(=O)NCC1=NC=CC(=C1)C(F)(F)F)CCN1N=NC(=C1)C(NCC1CCOCC1)=O